C(=O)(C(=C)C)OCCC[Si](OC)(OC)OC γ-methacryloxylpropyltrimethoxysilane